FC1(CN(CCC1C1=CC2=C(N(C(N2C)=O)C2CNCCC2)C=C1)CC1CCNCC1)F 3-[5-[3,3-difluoro-1-(4-piperidylmethyl)-4-piperidyl]-3-methyl-2-oxo-benzimidazol-1-yl]piperidine